CC1=C(OC2=C1C(CC(C2)C(F)(F)F)=O)C(=O)[O-] 3-methyl-4-oxo-6-(trifluoromethyl)-4,5,6,7-tetrahydro-1-benzofuran-2-carboxylate